(S)-2-((3-fluoropyridin-2-yl)methyl)-8-(3-methylimidazo[1,2-a]pyridin-6-yl)-7-(2-methylmorpholino)-[1,2,4]triazolo[1,5-c]pyrimidin-5-amine FC=1C(=NC=CC1)CC1=NN2C(=NC(=C(C2=N1)C=1C=CC=2N(C1)C(=CN2)C)N2C[C@@H](OCC2)C)N